[As].[Zn].[Pb].[Cu].CC(CC1C(NC(N1)=O)=O)C 5-(2-methylpropyl)hydantoin copper-lead-zinc-arsenic